5-(2-(1-methyl-1H-pyrazol-4-yl)-4-phenoxyphenyl)-3-methylenedihydrofuran-2(3H)-one CN1N=CC(=C1)C1=C(C=CC(=C1)OC1=CC=CC=C1)C1CC(C(O1)=O)=C